6-(benzyloxy)-4-(methoxymethyl)-9H-pyrido[3,4-b]indole-3-carboxamide C(C1=CC=CC=C1)OC=1C=C2C3=C(NC2=CC1)C=NC(=C3COC)C(=O)N